3-bromo-1-(4-isothiocyanatophenyl)-1H-1,2,4-triazole BrC1=NN(C=N1)C1=CC=C(C=C1)N=C=S